FC1=C(C=CC(=C1)F)N1N=CC2=C1N=C(NC2=O)SC 1-(2,4-difluorophenyl)-6-methylsulfanyl-5H-pyrazolo[3,4-d]pyrimidin-4-one